N1N=CC(=C1)C1=C2C(=C(N=C1)C=1SC=3N=C(SC3N1)O[C@@H]1C[C@H](NCC1)C)NN=C2 2-(4-(1H-pyrazol-4-yl)-1H-pyrazolo[3,4-c]pyridin-7-yl)-5-(((2R,4S)-2-methylpiperidin-4-yl)oxy)thiazolo[5,4-d]thiazole